2-(4-(1-chloroethyl)phenoxy)-2-methylpropanoic acid ethyl ester C(C)OC(C(C)(C)OC1=CC=C(C=C1)C(C)Cl)=O